N-(4-(4-guanidinobenzamido)benzyl)-5-methyl-1,3,4-oxadiazole-2-carboxamide trifluoroacetate FC(C(=O)O)(F)F.N(C(=N)N)C1=CC=C(C(=O)NC2=CC=C(CNC(=O)C=3OC(=NN3)C)C=C2)C=C1